6-methoxy-4-(1-methoxymethylvinyl)-1-methylcyclohexene COC1CC(CC=C1C)C(=C)COC